NC(CF)(C)C1=CC(=NC(=C1)C1=CC=C(C=C1)F)OC1[C@@H]2CN(C[C@H]12)C(=O)C=1C=C(C=2N(C1)C=C(N2)C)C(F)(F)F ((1R,5S,6s)-6-((4-(2-amino-1-fluoropropan-2-yl)-6-(4-fluorophenyl)pyridin-2-yl)oxy)-3-azabicyclo[3.1.0]hexan-3-yl)(2-methyl-8-(trifluoromethyl)imidazo[1,2-a]pyridin-6-yl)methanone